C(C1=CC=CC=C1)OCC1COC(OC1)(C)C 5-((benzyloxy)methyl)-2,2-dimethyl-1,3-dioxane